Tetrakis(4-carboxyphenyl)porphine O=C(O)C1C=CC(C2C3=NC(=C(C4C=CC(C(=O)O)=CC=4)C4=CC=C(N4)C(C4C=CC(C(=O)O)=CC=4)=C4C=CC(N4)=C(C4C=CC(C(=O)O)=CC=4)C4=NC=2C=C4)C=C3)=CC=1